ClC=1C=C(C=C(C1)NS(=O)(=O)C)NC(=O)C=1C=NN(C1)C1=NC=C(C=N1)N1CCOCC1 N-(3-chloro-5-(methylsulfonamido)phenyl)-1-(5-morpholinopyrimidin-2-yl)-1H-pyrazole-4-carboxamide